FC=1C=C2C(=C(C(NC2=CC1)=O)C(=O)O)C1=CC=CC=C1 6-fluoro-2-oxo-4-phenyl-1,2-dihydroquinoline-3-carboxylic acid